FC(C(=O)[O-])(F)F.C1(CCCCC1)OC(=O)OC(C)OC(C(=O)OC1CC2CCC(C1)[N+]21CCCC1)(C1=CC=CC=C1)C1=CC=CC=C1 3-(2-(1-(((Cyclohexyloxy)carbonyl)oxy)ethoxy)-2,2-diphenylacetoxy)spiro[bicyclo[3.2.1]octane-8,1'-pyrrolidin]-8-ium trifluoroacetate